C(C)C=1C(=CC=C2C=C(C=C(C12)C1=C(C=2N=C(N=C(C2C=N1)N1CC(CCCC1)S(=O)(=O)N)OC[C@]12CCCN2C[C@@H](C1)F)F)O)F 1-(7-(8-Ethyl-7-fluoro-3-hydroxynaphthalen-1-yl)-8-fluoro-2-(((2r,7as)-2-fluorohexahydro-1H-pyrrolizin-7a-yl)methoxy)pyrido[4,3-d]pyrimidin-4-yl)azepan-3-sulfonamide